COC(CN1C(C2=CC=C(C(=C2C(=N1)Br)F)Br)=O)=O 2-(4,6-dibromo-5-fluoro-1-oxophthalazin-2(1H)-yl)acetic acid methyl ester